C1(CC1)C1=NNC(=N1)C1CC2(CN(C2)C(=O)N2CCC(CC2)COC2=C(C=C(C=C2)C(F)(F)F)S(=O)(=O)C)C1 [6-(3-cyclopropyl-1H-1,2,4-triazol-5-yl)-2-azaspiro[3.3]heptan-2-yl]-[4-[[2-mesyl-4-(trifluoromethyl)phenoxy]-methyl]piperidino]methanone